[Si]([O-])([O-])([O-])[O-].[Fe+2].[Li+].[Li+] dilithium iron silicate